C(CCC)C1=CC=C(OC2=NOC(=N2)CC(C(=O)OC(C)(C)C)P(=O)(OCC)OCC)C=C1 tert-butyl 3-(3-(4-butylphenoxy)-1,2,4-oxadiazol-5-yl)-2-(diethoxyphosphoryl)propanoate